C(C=C)C1C(CC=C)(CC=C)O1 triallylethylene oxide